(r)-cyclopropane-1,2,3-tricarboxylic acid C1(C(C1C(=O)O)C(=O)O)C(=O)O